N(=O)CCOC(C(=C)C)=O (2-Nitrosoethyl)methacrylat